O=C1N(CCC(N1)=O)C1=NN(C2=CC(=C(C=C12)F)C1CCN(CC1)CC(=O)OC(C)(C)C)C tert-butyl 2-[4-[3-(2,4-dioxohexahydropyrimidin-1-yl)-5-fluoro-1-methyl-indazol-6-yl]-1-piperidyl]acetate